3-[[4-(2,6-Dimethylphenyl)-6-[(2R)-2-[[5-[2,2-dimethylpropyl(methyl)amino]pyrimidin-2-yl]methylamino]-4,4-dimethyl-pentoxy]pyrimidin-2-yl]sulfamoyl]benzoic acid CC1=C(C(=CC=C1)C)C1=NC(=NC(=C1)OC[C@@H](CC(C)(C)C)NCC1=NC=C(C=N1)N(C)CC(C)(C)C)NS(=O)(=O)C=1C=C(C(=O)O)C=CC1